3,6-Dichloro-4-(2-fluoropropane-2-yl)pyridazine ClC=1N=NC(=CC1C(C)(C)F)Cl